decyl-pentaerythritol diphosphite OP(O)OP(O)O.C(CCCCCCCCC)C(O)C(CO)(CO)CO